P(O)(=O)(OP(=O)(O)OP(=O)(O)O)OC[C@@H]1[C@H](C[C@@H](O1)N1C(=O)N=C(N)C=C1)ON 3'-O-amino-2'-deoxycytidine-5'-triphosphate